N-[3-(2-methoxypyridin-3-yl)-1-[[2-(trimethylsilyl)ethoxy]methyl]pyrrolo[2,3-b]pyridin-6-yl]cyclopropanecarboxamide COC1=NC=CC=C1C1=CN(C2=NC(=CC=C21)NC(=O)C2CC2)COCC[Si](C)(C)C